(2S)-2-(6-chloro-8-(dimethylcarbamoyl)-1,1-dioxidobenzo[e][1,4,3]oxathiazin-2(3H)-yl)-3-(6-fluoro-2,3-dimethylphenyl)butanoic acid ClC1=CC2=C(S(N(CO2)[C@H](C(=O)O)C(C)C2=C(C(=CC=C2F)C)C)(=O)=O)C(=C1)C(N(C)C)=O